ClNC1=C(C=CC=C1)C Chloro-2-methylaniline